1-[3-(difluoromethyl)-6-[6-methoxy-5-[(4-methyl-2,3-dihydropyridazino[4,5-b][1,4]oxazin-8-yl)amino]benzimidazol-1-yl]-2-pyridyl]-5-methyl-pyrazole-3-carbonitrile FC(C=1C(=NC(=CC1)N1C=NC2=C1C=C(C(=C2)NC2=NN=CC1=C2OCCN1C)OC)N1N=C(C=C1C)C#N)F